ornithine α-ketoglutarate NCCC[C@H](N)C(=O)O.O=C(O)CCC(=O)C(=O)O